C(CC)CN([O-])C.C(CCCCCCCCCCCCC)(=O)N myristamide propyldimethylaminoxide